C(CCC)C1=CC=C(C=C1)OC(OC1=CC=C(C=C1)CCCC)=O di(4-n-butylphenyl)-carbonate